CC1=CC=C(C#N)C=C1 4-methylbenzonitrile